6-(5-chloro-3-fluoro-2-(4-(trifluoromethyl)-1H-1,2,3-triazol-1-yl)phenyl)pyrimidin-4-ol ClC=1C=C(C(=C(C1)C1=CC(=NC=N1)O)N1N=NC(=C1)C(F)(F)F)F